C(C1=CC=CC=C1)N(C[C@H](C(=O)OC)O)C methyl (2R)-3-[benzyl(methyl)amino]-2-hydroxy-propanoate